(2,6-difluorophenyl)-4-((4-(2-methyl-1-(4-methylpiperazin-1-yl)-1-oxopropan-2-yl)phenyl)amino)pyridazine-3-carboxamide FC1=C(C(=CC=C1)F)C=1C(=C(N=NC1)C(=O)N)NC1=CC=C(C=C1)C(C(=O)N1CCN(CC1)C)(C)C